tert-butyl (((3S,5S)-5-(aminomethyl)-1-benzylpyrrolidin-3-yl)methyl)carbamate NC[C@@H]1C[C@H](CN1CC1=CC=CC=C1)CNC(OC(C)(C)C)=O